NCC1=CC=C(C=C1)COC1=C(C(=NN1C(C1=C(C=CC=C1)OC)=O)C1CN(CC1C(F)(F)F)C(=O)N(C)C)OC 3-(5-{[4-(Aminomethyl)phenyl]methoxy}-4-methoxy-1-(2-methoxybenzoyl)-1H-pyrazol-3-yl)-N,N-dimethyl-4-(trifluoromethyl)pyrrolidin-1-carboxamid